2-(4,6-dimethoxy-naphthalen-2-yl)aniline COC1=CC(=CC2=CC=C(C=C12)OC)C1=C(N)C=CC=C1